[phenyl(biphenylyl)triazinyl][(biphenylyl)dibenzoselenophenyl]benzene C1(=CC=CC=C1)C1=C(C(=NN=N1)C1=C(C=CC=C1)C1=C(C=CC=2[Se]C3=C(C21)C=CC=C3)C3=C(C=CC=C3)C3=CC=CC=C3)C3=C(C=CC=C3)C3=CC=CC=C3